NC=1SC2=C(N1)C(=CC=C2F)C2=C(C=C1C(=C(C=NC1=C2F)C#N)N2C[C@@H](NCC2)CC#N)Cl 7-(2-amino-7-fluorobenzo[d]thiazole-4-yl)-6-chloro-4-((S)-3-(cyanomethyl)piperazin-1-yl)-8-fluoroquinoline-3-carbonitrile